FC1=C(C=CC(=C1F)OC1=NC=CC=N1)C1=CN=C2N1C=CN=C2NC2=CC(=C(C(=O)NCC1CCN(CC1)C(=O)OC(C)(C)C)C=C2)CC tert-Butyl 4-[[[4-[[3-(2,3-difluoro-4-pyrimidin-2-yloxy-phenyl)imidazo[1,2-a]pyrazin-8-yl]amino]-2-ethyl-benzoyl]amino]methyl]piperidine-1-carboxylate